C12(CC(C1)C2)N2C(C=CC1=C2N=CN=C1)=O 8-(bicyclo[1.1.1]pentan-1-yl)-7-oxo-7,8-dihydropyrido[2,3-d]pyrimidin